Bis(pyridinium) chloride salt [Cl-].[NH+]1=CC=CC=C1.[NH+]1=CC=CC=C1.[Cl-]